3-Thiaglutamate N[C@@H](SCC(=O)[O-])C(=O)[O-]